FC(C(C(F)(F)F)(C1=CC(=C(N)C=C1)C(F)(F)F)F)(F)F 4-(Perfluoropropan-2-yl)-2-(trifluoromethyl)anilin